2,2'-Azobis(1-imino-1-pyrrolidino-2-ethylpropane) N(=NC(C(=N)N1CCCC1)(C)CC)C(C(N1CCCC1)=N)(C)CC